C(C)(C)(C)OC(=O)N(C/C=C/C(=O)O)CC(C)C (E)-4-((tert-butoxycarbonyl)(isobutyl)amino)but-2-enoic acid